(3R)-3-(2-chloro-4-pyridinyl)-3-methyl-6-(trifluoromethyl)indolin-2-one ClC1=NC=CC(=C1)[C@]1(C(NC2=CC(=CC=C12)C(F)(F)F)=O)C